2-[{[(carbamoyl-amino)amino](hydrazinyl)methylidene}-amino]acetic acid C(N)(=O)NNC(NN)=NCC(=O)O